FC1=C(C=C(C=C1)F)C1N(CCC1)C1=NC=2N(C=C1)N=CC2NC(C(=O)O)=O 2-(5-(2-(2,5-difluorophenyl)pyrrolidin-1-yl)pyrazolo[1,5-a]pyrimidin-3-ylamino)-2-oxoacetic acid